C(O)C1=CC=C(C=C1)C=CC1=CC=C(C=C1)CO 1,2-bis(4-methylol-phenyl)ethylene